(2R,5S)-5-(aminomethyl)-2-[4-(2,2-dimethylpropoxy)phenyl]-1,4-thiazepan-3-one NC[C@H]1NC([C@H](SCC1)C1=CC=C(C=C1)OCC(C)(C)C)=O